1,3,5-tris-(bromomethyl)benzene BrCC1=CC(=CC(=C1)CBr)CBr